C=1N=CN2CC3=CC(CC(C3=CC21)=O)=O Imidazo[1,5-b]Isoquinoline-7,9(5H,8H)-dione